C1=CC=C2C(=C1)NC3=C(O2)C=NC(=O)N3 1,3-Diaza-2-oxophenoxazine